Cl.N1[C@H](CCC1)CC(=O)O (R)-2-(Pyrrolidin-2-yl)acetic acid hydrochloride